(S)-4-(3-(difluoromethyl)-4-fluorophenoxy)-3,3-difluoropyrrolidine, hydrochloride Cl.FC(C=1C=C(O[C@@H]2C(CNC2)(F)F)C=CC1F)F